2-phenyl-3,3-bis(4-hydroxy-3-isopropylphenyl)benzo[c]pyrrolidone C1(=CC=CC=C1)N1C(C2=C(C1(C1=CC(=C(C=C1)O)C(C)C)C1=CC(=C(C=C1)O)C(C)C)C=CC=C2)=O